Benzyl (7-amino-5-((2S,4S)-1-((R)-3-cyclohexyl-2-(oxazol-2-carboxamido)propanoyl)-4-(5-(2-hydroxypropan-2-yl)-1H-1,2,3-triazol-1-yl)pyrrolidin-2-carboxamido)-6,7-dioxoheptyl)carbamat NC(C(C(CCCCNC(OCC1=CC=CC=C1)=O)NC(=O)[C@H]1N(C[C@H](C1)N1N=NC=C1C(C)(C)O)C([C@@H](CC1CCCCC1)NC(=O)C=1OC=CN1)=O)=O)=O